COC1=CC=C(N=N1)NC1=CC(=C(N=N1)C(=O)NC)NC1=NC=CC=C1S(=O)(=O)C 6-((6-methoxypyridazin-3-yl)amino)-N-methyl-4-((3-(methylsulfonyl)pyridin-2-yl)amino)pyridazine-3-carboxamide